OCC(C(CCCCCCCCCCCCCCC)O)NC(CCCCCCCCCCCCC\C=C/CCCCCCCC)=O (Z)-N-(1,3-dihydroxyoctadecan-2-yl)tetracos-15-enamide